OCCOC1=C(C=C(C(=O)OC)C=C1)C methyl 4-(2-hydroxyethoxy)-3-methyl-benzoate